2-(6-(2,6-dimethylmorpholino)naphthalen-2-yl)spiro[3.3]heptan-2,6-diamine CC1OC(CN(C1)C=1C=C2C=CC(=CC2=CC1)C1(CC2(C1)CC(C2)N)N)C